FC(C(=O)O)(F)F.BrC1=CC=CC=2C=3C(CN(C3C=CC21)C(NCCF)=N)C 6-bromo-N-(2-fluoroethyl)-1-methyl-1,2-dihydro-3H-benzo[e]Indole-3-carboximidamide 2,2,2-Trifluoroacetic acid salt